NCCNC=1C(=C(C(=O)NC=2SC(=C(N2)C)C)C=CC1)C ((2-aminoethyl)amino)-N-(4,5-dimethylthiazol-2-yl)-2-methylbenzamide